C1CN(CCN1C(C(Cl)(Cl)Cl)NC=O)C(C(Cl)(Cl)Cl)NC=O The molecule is a member of the class of N-alkylpiperazines in which the two amino groups of piperazine are replaced by 1-formamido-2,2,2-trichloroethyl groups. A fungicide active against a range of diseases including powdery mildew, scab and rust. It has a role as an EC 1.14.13.70 (sterol 14alpha-demethylase) inhibitor, an allergen and an antifungal agrochemical. It is a N-alkylpiperazine, a member of formamides, an organochlorine compound and an amide fungicide.